N1=CC(=C2N1C=CN=C2)C(=O)N2CC1=C(CC2)C(=CS1)C(=O)NC=1C=NC=C(C1)C(F)(F)F 6-(Pyrazolo[1,5-a]pyrazin-3-carbonyl)-N-(5-(trifluoromethyl)pyridin-3-yl)-4,5,6,7-tetrahydrothieno[2,3-c]pyridin-3-carboxamid